methyl 1-(6-(((((1R,3S)-3-(3-(((benzyloxy) carbonyl) amino)-1-(tert-butyl)-1H-pyrazol-5-yl) cyclopentyl) oxy) carbonyl) amino) hexyl)-3-bromo-1H-pyrazole-5-carboxylate C(C1=CC=CC=C1)OC(=O)NC1=NN(C(=C1)[C@@H]1C[C@@H](CC1)OC(=O)NCCCCCCN1N=C(C=C1C(=O)OC)Br)C(C)(C)C